(4S,5aS,8S,8aR)-4-isobutyl-N-((1R,9R,10R,11R,12R,13S,14R,E)-12,13,14-trihydroxy-9-methyl-15-oxa-2-thiabicyclo[9.3.1]pentadec-7-en-10-yl)octahydro-2H-oxepino[2,3-c]pyrrole-8-carboxamide C(C(C)C)[C@H]1C[C@@H]2[C@H]([C@H](NC2)C(=O)N[C@@H]2[C@@H](/C=C/CCCCS[C@@H]3[C@@H]([C@H]([C@H]([C@@H]2O3)O)O)O)C)OCC1